C(#N)C1=CC2=C(NC(=N2)[C@H](CC(C(F)(F)F)(C)C)NC(=O)C2=CC=NN2C(C)C)C=C1 (S)-N-(1-(5-cyano-1H-benzo[d]imidazol-2-yl)-4,4,4-trifluoro-3,3-dimethylbutyl)-1-isopropyl-1H-pyrazole-5-carboxamide